N1(CCNCC1)C1=NC=NC(=N1)N1CCOCC1 2-piperazino-4-morpholinyl-1,3,5-triazine